ClCC[C@H]1C(N[C@H](C(N1)=O)CCCl)=O (3S,6S)-3,6-bis(2-chloroethyl)-2,5-diketopiperazine